The molecule is a phosphorodiamide that is 1,3,2-oxazaphosphinan-2-amine 2-oxide substituted by two 2-chloroethyl groups at the amino nitrogen atom. It has a role as a carcinogenic agent, an alkylating agent, an immunosuppressive agent, an antineoplastic agent, an antirheumatic drug, an environmental contaminant, a xenobiotic and a drug allergen. It is a phosphorodiamide, a nitrogen mustard and an organochlorine compound. C1CNP(=O)(OC1)N(CCCl)CCCl